N-(benzyloxyformyl)-L-phenylalanine C(C1=CC=CC=C1)OC(=O)N[C@@H](CC1=CC=CC=C1)C(=O)O